9-(2-amino-2-oxo-ethoxy)-N-[(1R)-2-(dimethylamino)-1-methyl-ethyl]-5,6-dimethyl-pyrido[4,3-b]carbazole-1-carboxamide NC(COC1=CC=2C=3C=C4C(=C(C3N(C2C=C1)C)C)C=CN=C4C(=O)N[C@@H](CN(C)C)C)=O